FC1=C(C(=CC(=C1)C1=NC(=CN=C1)OC1=CC=C(C=C1)F)F)N1CCC(CC1)CC(=O)O 2-[1-[2,6-difluoro-4-[6-(4-fluorophenoxy)pyrazin-2-yl]phenyl]-4-piperidinyl]acetic acid